ClC1=CC=CC(=N1)C(CNC(=O)C1=NOC(=C1)C1=NC=C(C=C1F)F)(C)C=1C(=NN(C1OC)C)C N-[2-(6-chloro-2-pyridyl)-2-(5-methoxy-1,3-dimethyl-pyrazol-4-yl)propyl]-5-(3,5-difluoro-2-pyridyl)isoxazole-3-carboxamide